Ethyl 5-((2-chlorophenyl)thio)-1H-1,2,3-triazole-4-carboxylate ClC1=C(C=CC=C1)SC1=C(N=NN1)C(=O)OCC